N-Ethyl-asparagine tert-Butyl-(3S,5S)-3-[[6-[4-[(2-cyanophenyl)methylsulfonylamino]-3-fluoro-phenyl]-8-isopropyl-7-oxo-pteridin-2-yl]amino]-5-fluoro-piperidine-1-carboxylate C(C)(C)(C)C1N(C[C@H](C[C@@H]1NC1=NC=2N(C(C(=NC2C=N1)C1=CC(=C(C=C1)NS(=O)(=O)CC1=C(C=CC=C1)C#N)F)=O)C(C)C)F)C(=O)O.C(C)N[C@@H](CC(N)=O)C(=O)O